ClC1=CC=2C(=NC=C(C2)C2=CSC(=C2)C(NCC(F)(F)F)=O)N1C(=O)OC(C)(C)C tert-butyl 2-chloro-5-(5-((2,2,2-trifluoroethyl)carbamoyl)thiophen-3-yl)-1H-pyrrolo[2,3-b]pyridine-1-carboxylate